(4-(4-(trifluoromethyl)-1H-pyrrolo[2,3-c]pyridin-7-yl)piperazin-1-yl)methanone FC(C1=C2C(=C(N=C1)N1CCN(CC1)C=O)NC=C2)(F)F